S1C=NC2=C1C=C(C=C2)C2=CC(=NN2C2=NC(=CC=C2)C)CC(=O)NC=2SC=CN2 5-(benzo[d]thiazol-6-yl)-1-(6-methylpyridin-2-yl)-N-(thiazol-2-yl)-1H-pyrazole-3-carboxyamide